FC(C(F)F)(OC1=C(C=CC=C1)C1=NN2C(=NC=3C=CC=CC3C2=N1)NC=1C(N=CC=CC1)=O)F (3S)-3-({2-[2-(1,1,2,2-tetrafluoroethoxy)phenyl][1,2,4]triazolo[1,5-c]quinazolin-5-yl}amino)azepin-2-one